Trimethyl-pentyl-triethoxysilan CC(CO[Si](OCC)(OCC)CCCCC)(C)C